(R)-pyrrolidine-2-methanol N1[C@H](CCC1)CO